NC1=C(C=C(C#N)C=C1)C#CC(CC)(O)CC 4-amino-3-(3-ethyl-3-hydroxypent-1-yn-1-yl)benzonitrile